(1-ethylpyrrolidin-2-yl)methanamine C(C)N1C(CCC1)CN